C(CCCCCCC)C(COC(CC1CC(C1)NCCCCCCCCC(=O)OCC(CCCCCCCCCCC)CCCCCCCCCCC)=O)CCCCCCCC 2-undecyltridecyl 9-{[(1r,3r)-3-{2-[(2-octyldecyl)oxy]-2-oxoethyl}cyclobutyl]amino}nonanoate